C1(CC1)COC1=C(C=CC(=N1)C(=O)N[C@@H](COCCF)CC(C)C)N1CCCC1 6-(cyclopropylmethoxy)-N-[(2R)-1-(2-fluoroethoxy)-4-methylpentan-2-yl]-5-(pyrrolidin-1-yl)pyridine-2-carboxamide